1-(3-bromophenyl)-3-hydroxycyclobutane-1-carbonitrile BrC=1C=C(C=CC1)C1(CC(C1)O)C#N